CN1N=CC(=C1C)B1OC(C(O1)(C)C)(C)C 1,5-dimethyl-4-(4,4,5,5-Tetramethyl-1,3,2-dioxaborolane-2-yl)-1H-pyrazole